4-(methylsulfonyl)piperidine CS(=O)(=O)C1CCNCC1